C(C)C=1C(=CC=C2C=C(C=C(C12)C1=C(C=2N=C(N=C(C2C=N1)N1C2C(CC(C1)C2)=O)OC[C@]21CCCN1C[C@@H](C2)F)F)O)F 2-(7-(8-Ethyl-7-fluoro-3-hydroxynaphthalen-1-yl)-8-fluoro-2-(((2R,7aS)-2-fluorotetrahydro-1H-pyrrolizin-7a(5H)-yl)methoxy)pyrido[4,3-d]pyrimidin-4-yl)-2-azabicyclo[2.2.1]heptan-6-one